NC=1C=C(C(=C(C1)[C@@H](C)C1(C2=C(N=C(N1)C)C=NC(=C2)N[C@@H]2COCC2)N)F)C(F)F 4-((R)-1-(5-amino-3-(difluoromethyl)-2-fluorophenyl)ethyl)-2-methyl-N6-((S)-tetrahydrofuran-3-yl)pyrido[3,4-d]Pyrimidine-4,6-diamine